7-(2-aminobenzo[d]thiazol-6-yl)-8,9,10,11-tetrahydro-3H-pyrrolo[3,2-a]phenanthridine-1-carbonitrile NC=1SC2=C(N1)C=CC(=C2)C2=NC1=CC=C3C(=C1C=1CCCCC21)C(=CN3)C#N